methyl (2S)-2-[[3-chloro-2-methyl-4-[[4-(trifluoromethyl)phenyl]methoxy]benzothiophene-5-carbonyl]amino]-3,3-dimethyl-pentanoate ClC1=C(SC2=C1C(=C(C=C2)C(=O)N[C@H](C(=O)OC)C(CC)(C)C)OCC2=CC=C(C=C2)C(F)(F)F)C